COC(C1=CC(=NC=C1)C1=C(C=CC=C1)C(F)(F)F)=O 2-(2-trifluoromethyl-phenyl)isonicotinic acid methyl ester